Br[C@H]1C[C@@H]2N([C@H](OC2)C2=CC=CC=C2)C1=O (3R,6S,7aS)-6-bromo-3-phenyltetrahydropyrrolo[1,2-c]oxazol-5(3H)-one